[C@H]12N(C[C@H](NC1)CC2)C=2C=CC=1N=CN=C(C1N2)NC2=C(C(=C(C=C2)OC=2C=C1C(=NC2)N(C=N1)C)C)F 6-((1R,4R)-2,5-diazabicyclo[2.2.2]octan-2-yl)-N-(2-fluoro-3-methyl-4-((3-methyl-3H-imidazo[4,5-b]pyridin-6-yl)oxy)phenyl)pyrido[3,2-d]pyrimidin-4-amine